C(C)O[Si](C)(C)CN1CCOCC1 N-[(ethoxydimethylsilyl)methyl]morpholine